bis-[2-methyl-4-(hydroxyethoxy)-6-butylphenyl]sulfide CC1=C(C(=CC(=C1)OCCO)CCCC)SC1=C(C=C(C=C1CCCC)OCCO)C